2-(1-(2,5-difluorophenyl)but-3-yn-1-yl)-2H-indazole FC1=C(C=C(C=C1)F)C(CC#C)N1N=C2C=CC=CC2=C1